C(C)N1C(C2=NC(=CC=C2C1=O)NC1=NC=C(C(=N1)N[C@H](CO)C1=CC=CC=C1)C=1OC(=NN1)C(C)(C)O)(C)C (S)-6-ethyl-2-((4-((2-hydroxy-1-phenylethyl)amino)-5-(5-(2-hydroxypropan-2-yl)-1,3,4-oxadiazol-2-yl)pyrimidin-2-yl)amino)-7,7-dimethyl-6,7-dihydro-5H-pyrrolo[3,4-b]pyridin-5-one